(R or S)-3-(6-chloro-2-(3-(dimethylamino)azetidin-1-yl)-8-fluoro-7-(3-hydroxynaphthalen-1-yl)quinazolin-4-yl)azetidine-1-carboxylic acid tert-butyl ester C(C)(C)(C)OC(=O)N1CC(C1)C1=NC(=NC2=C(C(=C(C=C12)Cl)C1=CC(=CC2=CC=CC=C12)O)F)N1CC(C1)N(C)C